C(C)(=O)NC=1C=C(CNC(=O)C=2C=C3C(=NC2)NC(=C3C3=CC(=C(C=C3)C)NC(C=C)=O)C3=CC=C(C=C3)N3CCN(CC3)C)C=CC1 N-(3-acetamidobenzyl)-3-(3-acrylamido-4-methylphenyl)-2-(4-(4-methylpiperazin-1-yl)phenyl)-1H-pyrrolo[2,3-b]pyridine-5-carboxamide